4-(5-(3,5-dimethyl-4-(4-methylpiperazin-1-yl)phenyl)-1H-pyrrolo[2,3-b]Pyridin-3-yl)-2-methylbut-3-yn CC=1C=C(C=C(C1N1CCN(CC1)C)C)C=1C=C2C(=NC1)NC=C2C#CC(C)C